C(C)OC(CC1C=2C(C3=C(C(=N1)C1=C(C=C(C=C1)Cl)C)C=C(C=C3)OC)=CN(C(C2)=O)C)=O Ethyl-2-(7-(4-chloro-2-methylphenyl)-9-methoxy-2-methyl-3-oxo-3,5-dihydro-2H-benzo[c]pyrido[3,4-e]azepin-5-yl)acetate